4-ethoxyethoxyphenyltrimethoxysilane C(C)OCCOC1=CC=C(C=C1)[Si](OC)(OC)OC